2-chloro-N-((1-(2-((4-chlorophenyl)amino)-2-phenylacetyl)piperidin-4-yl)methyl)acetamide ClCC(=O)NCC1CCN(CC1)C(C(C1=CC=CC=C1)NC1=CC=C(C=C1)Cl)=O